1-(6-((4-(4-((5-chloro-4-((2-(isopropylsulfonyl)phenyl)amino)pyrimidin-2-yl)amino)-5-isopropoxy-2-methylphenyl)piperidin-1-yl)methyl)pyrazin-2-yl)dihydropyrimidine-2,4(1H,3H)-dione ClC=1C(=NC(=NC1)NC1=CC(=C(C=C1OC(C)C)C1CCN(CC1)CC1=CN=CC(=N1)N1C(NC(CC1)=O)=O)C)NC1=C(C=CC=C1)S(=O)(=O)C(C)C